1-(9-(4,5-dioxaborolan-2-yl)-3-azaspiro[5.5]undec-8-en-3-yl)prop-2-en-1-one B1C(COO1)C1=CCC2(CCN(CC2)C(C=C)=O)CC1